3-(5-methyl-1,3-thiazol-2-yl)-5-[(3S)-tetrahydrofur-3-ylmethoxy]benzamide CC1=CN=C(S1)C=1C=C(C(=O)N)C=C(C1)OC[C@@H]1COCC1